3-methyl-1-(pyridin-4-yl)indazole-5-carboxylic acid CC1=NN(C2=CC=C(C=C12)C(=O)O)C1=CC=NC=C1